9-((1-(but-2-ynoyl)piperidin-4-yl)oxy)-3-(3,4-dichloro-2-fluorophenyl)-8-methoxy-1H-pyrimido[4,5,6-de]quinazolin-2(3H)-one C(C#CC)(=O)N1CCC(CC1)OC=1C(=CC=2C3=C(N(C(NC13)=O)C1=C(C(=C(C=C1)Cl)Cl)F)N=CN2)OC